benzyl (2S,3R)-3-(3-bromo-4-oxobutyl)-1-[tert-butyl(dimethyl)silyl]-4-oxoazetidine-2-carboxylate BrC(CC[C@@H]1[C@H](N(C1=O)[Si](C)(C)C(C)(C)C)C(=O)OCC1=CC=CC=C1)C=O